1-Ethyl-2-propylcyclohexan C(C)C1C(CCCC1)CCC